(2',5'-dicarboxyphenyl)pyridine C(=O)(O)C1=C(C=C(C=C1)C(=O)O)C1=NC=CC=C1